C(#N)C1=CC(=C(C(=O)O)C=C1)C1=CC(=NC(=C1)Cl)Cl 4-cyano-2-(2,6-dichloropyridin-4-yl)benzoic acid